O1CCN(CC1)CCOC1=CC=C(C=C1)N1N=NC(=C1)C1=CC=C(C=C1)NC(=O)NC1=NC=CC=C1 1-(4-(1-(4-(2-morpholinoethoxy)phenyl)-1H-1,2,3-triazol-4-yl)phenyl)-3-(pyridin-2-yl)urea